3-bromo-1-tosyl-1H-pyrazolo[3,4-b]pyridine BrC1=NN(C2=NC=CC=C21)S(=O)(=O)C2=CC=C(C)C=C2